1-BENZYL-2-IMINO-4-PHENYL-5-OXOIMIDAZOLIDINE C(C1=CC=CC=C1)N1C(NC(C1=O)C1=CC=CC=C1)=N